ClC(=C1C(NC2=CC(=CC=C12)C(=O)OC)=O)C1=CC=CC=C1 methyl 3-(chloro (phenyl) methylene)-2-oxoindoline-6-carboxylate